tert-Butyl (2R,5S)-2-(4-bromophenyl)-5-(((triisopropylsilyl)oxy)methyl)pyrrolidine-1-carboxylate BrC1=CC=C(C=C1)[C@@H]1N([C@@H](CC1)CO[Si](C(C)C)(C(C)C)C(C)C)C(=O)OC(C)(C)C